ClC=1C(=CC=C2N=CC(=NC12)C=1C=NN(C1)C1CC(C1)O)OC=1C=CC2=C(NC(=N2)C)C1 3-(4-(8-chloro-7-((2-methyl-1H-benzo[d]imidazol-6-yl)oxy)quinoxalin-2-yl)-1H-pyrazol-1-yl)cyclobutanol